4-fluoro-2-(E)-styrylbenzene FC1=CC(=CC=C1)\C=C\C1=CC=CC=C1